(3S,6S,12aS)-3-(2-hydroxy-2-methylpropyl)-6-isobutyl-9-methoxy-2,3,6,7,12,12a-hexahydropyrazino[1',2':1,6]pyrido[3,4-b]indole-1,4-dione OC(C[C@@H]1NC([C@@H]2CC3=C(NC=4C=C(C=CC34)OC)[C@@H](N2C1=O)CC(C)C)=O)(C)C